5-{6-[2-(2-Ethyl-5-fluoro-7-methyl-benzofuran-3-yl)-ethylamino]-pyrimidin-4-yl}-3-methyl-thiophene-2-carboxylic acid C(C)C=1OC2=C(C1CCNC1=CC(=NC=N1)C1=CC(=C(S1)C(=O)O)C)C=C(C=C2C)F